OCCOC1CCN(CC1)C(=O)C=1C2=C(N(N1)CC[C@@H]1CC[C@@H](CC1)OC1=NC=CC=C1C)C[C@@H]1[C@H]2C1 [4-(2-hydroxyethoxy)piperidin-1-yl][(3bR,4aR)-1-(2-{cis-4-[(3-methylpyridin-2-yl)oxy]cyclohexyl}ethyl)-3b,4,4a,5-tetrahydro-1H-cyclopropa[3,4]cyclopenta[1,2-c]pyrazol-3-yl]methanone